[3-(1-AMINOPHTHALAZIN-6-YL)-4-[(2-CHLOROBENZOYL)AMINO]PHENYL]BORONIC ACID FORMIC ACID SALT C(=O)O.NC1=NN=CC2=CC(=CC=C12)C=1C=C(C=CC1NC(C1=C(C=CC=C1)Cl)=O)B(O)O